[Si](C)(C)(C(C)(C)C)OCC(C(F)(F)F)O 3-((tert-butyldimethylsilyl)oxy)-1,1,1-trifluoropropan-2-ol